N-((6-(4-fluorophenyl)-2'-oxo-1',2'-dihydro-[4,4'-bipyridin]-3-yl)methyl)acrylamide FC1=CC=C(C=C1)C1=CC(=C(C=N1)CNC(C=C)=O)C1=CC(NC=C1)=O